2-Fluoro-4-isopropyl-3-methoxybenzaldehyde FC1=C(C=O)C=CC(=C1OC)C(C)C